(1R,3S)-7-(difluoromethyl)-6-(3,5-difluorophenoxy)-2,2,3-trifluoro-2,3-dihydrobenzo[b]-thiophene 1-oxide FC(C1=C(C=CC2=C1[S@](C([C@H]2F)(F)F)=O)OC2=CC(=CC(=C2)F)F)F